C(C1=CC=CC=C1)OC(=O)NC(C)(C)C1=CC(=NC(=C1)C1=C(C=C(C=C1)F)F)OC1[C@@H]2CN(C[C@H]12)C(=O)OC(C)(C)C tert-butyl (1R,5S,6s)-6-((4-(2-(((benzyloxy)carbonyl)amino)propan-2-yl)-6-(2,4-difluorophenyl)pyridin-2-yl)oxy)-3-azabicyclo[3.1.0]hexane-3-carboxylate